C(C)(C)(C)OC(=O)N[C@H](C(=O)OC(C)(C)C)CCSCCCC(F)(F)F (S)-tert-butyl 2-((tert-butoxycarbonyl)amino)-4-((4,4,4-trifluorobutyl) thio)butanoate